NC=1C=C(CN2N=CC3=C(N(C=4C=C(C(=CC34)F)O)C)C2=O)C=CC1 3-(3-aminobenzyl)-8-fluoro-7-hydroxy-5-methyl-3,5-dihydro-4H-pyridazino[4,5-b]indol-4-one